C1(=CC=C(C=C1)N(C1=CC=C(C=C1)C1=CC=C(C=C1)B1OC(C(O1)(C)C)(C)C)C1=CC=C(C=C1)C1=CC=CC=C1)C1=CC=CC=C1 bis(biphenyl-4-yl)-{4'-(4,4,5,5-tetramethyl-[1,3,2]-dioxaborolan-2-yl)-biphenyl-4-yl}-amine